rac-(7S)-7-tert-butyl-N-[rac-(1R)-3-(4-hydroxy-1-piperidyl)-1-[3-(2-oxo-1-oxa-3-aza-8-azoniaspiro[4.5]decan-3-yl)phenyl]propyl]-5,6,7,8-tetrahydrothiazolo[5,4-b]quinoline-2-carboxamide C(C)(C)(C)[C@@H]1CC=2C=C3C(=NC2CC1)SC(=N3)C(=O)N[C@H](CCN3CCC(CC3)O)C3=CC(=CC=C3)N3C(OC1(C3)CC[NH2+]CC1)=O |r|